O[C@@H]1C[C@H](N(C1)C(=O)[C@H](C(C)C)C1=CC(=NO1)CN(C(OC(C)(C)C)=O)C)C(N[C@@H](C)C1=CC=C(C=C1)C1=C(N=CS1)C)=O tert-butyl N-[[5-[(1R)-1-[(2S,4R)-4-hydroxy-2-[[(1S)-1-[4-(4-methylthiazol-5-yl)phenyl]ethyl]carbamoyl]pyrrolidine-1-carbonyl]-2-methyl-propyl]isoxazol-3-yl]methyl]-N-methyl-carbamate